N-(4-fluoro-3-((5-(4-fluoro-3-(trifluoromethyl)phenyl)-2-((1-methyl-1H-pyrazol-4-yl)amino)pyrimidin-4-yl)amino)phenyl)acrylamide FC1=C(C=C(C=C1)NC(C=C)=O)NC1=NC(=NC=C1C1=CC(=C(C=C1)F)C(F)(F)F)NC=1C=NN(C1)C